N=1N=CC=2C1NC1=CC=C(CC21)C(=O)[O-] 8h-pyrazolo[3,4-b]indole-5-carboxylate